6-bromo-2-((5-methyl-1H-pyrazol-3-yl)methyl)phthalazin-1(2H)-one BrC=1C=C2C=NN(C(C2=CC1)=O)CC1=NNC(=C1)C